(4,6-Bis-methylamino-[1,3,5]triazin-2-yl)-N,O-dimethyl-hydroxylamine CNC1=NC(=NC(=N1)NC)N(OC)C